6-(1'-isobutyl-[1,4'-bipiperidin]-4-yl)-1-methyl-2-(4-(methylsulfonyl)phenyl)-1H-imidazo[4,5-b]pyridine C(C(C)C)N1CCC(CC1)N1CCC(CC1)C=1C=C2C(=NC1)N=C(N2C)C2=CC=C(C=C2)S(=O)(=O)C